tert-Butyl (2-(6-chloro-3-((3,4-dichlorobenzyl)amino)-9-tosyl-9H-carbazol-1-yl)ethyl)carbamate ClC=1C=C2C=3C=C(C=C(C3N(C2=CC1)S(=O)(=O)C1=CC=C(C)C=C1)CCNC(OC(C)(C)C)=O)NCC1=CC(=C(C=C1)Cl)Cl